CN1C=C(C=C(C1=O)C)C1=CC(=C(CN2CCC(CC2)OC2CCN(CC2)C(=O)C=2C=CC(=C(C2)N2C(NC(CC2)=O)=O)OC)C(=C1)OC)OC 1-(5-(4-((1-(4-(1,5-Dimethyl-6-oxo-1,6-dihydropyridin-3-yl)-2,6-dimethoxybenzyl)piperidin-4-yl)oxy)piperidine-1-carbonyl)-2-methoxyphenyl)dihydropyrimidine-2,4(1H,3H)-dione